FC(CCC(=O)N1CC2(C1)CC(C2)N(C=2C1=C(N=CN2)NC=C1)C)(F)F 4,4,4-trifluoro-1-(6-(methyl(7H-pyrrolo[2,3-d]pyrimidin-4-yl)amino)-2-azaspiro[3.3]heptan-2-yl)butan-1-one